(1R,2R,3S)-2-METHYL-3-VINYLCYCLOHEXANOL C[C@H]1[C@@H](CCC[C@H]1C=C)O